3-(3-(2-methoxyethoxy)-4-methyl-1-phenyl-1H-pyrazol-5-yl)urea COCCOC1=NN(C(=C1C)NC(N)=O)C1=CC=CC=C1